tert-butyl 4-(5-((6-bromo-8,9-dihydroimidazo[1',2':1,6]pyrido[2,3-d]pyrimidin-2-yl)amino)-6-methoxypyridin-2-yl)piperazine-1-carboxylate BrC1=CC2=C(N=C(N=C2)NC=2C=CC(=NC2OC)N2CCN(CC2)C(=O)OC(C)(C)C)N2C1=NCC2